BrC1=NN(C(=C1)C(=O)NC=1C(=CC=2N(C1C(=O)NC1COC1)N=CC2)C)C2=NC=CC=C2Cl 6-(3-Bromo-1-(3-chloropyridin-2-yl)-1H-pyrazol-5-carboxamido)-5-methyl-N-(oxetan-3-yl)pyrazolo[1,5-a]pyridin-7-carboxamid